1-Amino-3-aminomethyl-3,5,5-trimethyl-cyclohexane NC1CC(CC(C1)(C)C)(C)CN